COC1=CC=C(C=C1)C1=CC=C(C=C1)C(=O)C1=CC=C(C=C1)[S+](C1=CC=CC=C1)C1=CC=CC=C1 [4-(4'-methoxybiphenyl-4-carbonyl)phenyl]-diphenylsulfonium